(S)-2-fluoro-4-(1-(2-methyl-2H-indazol-5-yl)-3-((piperidin-3-ylmethyl)-amino)-1H-pyrazol-5-yl)benzonitrile FC1=C(C#N)C=CC(=C1)C1=CC(=NN1C1=CC2=CN(N=C2C=C1)C)NC[C@@H]1CNCCC1